5-methyl-3-(methylsulfonyl)pyrrolidine-1-carboxylic acid benzyl ester C(C1=CC=CC=C1)OC(=O)N1CC(CC1C)S(=O)(=O)C